ClC1=CC=C2CO[C@H](C2=C1)C1C(C(CO1)O)O 5-[(1R)-6-chloro-1,3-dihydroisobenzofuran-1-yl]Tetrahydrofuran-3,4-diol